[K].C(C)N1CCC(CC1)CS(=O)(=O)NC(NC1=C2CCCC2=CC=2CCCC12)=O 1-(1-ethylpiperidin-4-yl)-N-((1,2,3,5,6,7-hexahydro-s-indacen-4-yl)carbamoyl)methanesulfonamide, potassium salt